FC1=CC=C(C=C1)N1N=C(C=C1S(=O)(=O)C)C(=O)NC1=CC=C(OC2=CC(=NC=C2)C(=O)NC)C=C1 4-(4-(1-(4-fluorophenyl)-5-(methylsulfonyl)-1H-pyrazole-3-carboxamido)-phenoxy)-N-methylpicolinamide